6-fluoro-N-(3-methylsulfonylphenyl)-2-(2-oxaspiro[3.3]heptan-6-ylmethyl)indazole-3-carboxamide FC=1C=CC2=C(N(N=C2C1)CC1CC2(COC2)C1)C(=O)NC1=CC(=CC=C1)S(=O)(=O)C